C1(=CC=CC=C1)C=C(C=O)CCCCC 3-phenyl-2-pentylprop-2-en-1-al